ethyl 4-amino-2-(difluoromethyl)-6-methylbenzoate NC1=CC(=C(C(=O)OCC)C(=C1)C)C(F)F